C1(CC1)CN(C(OC(C)(C)C)=O)C1=NC=CC(=C1)C=1OC=C(N1)C(NC=1C(=NN(C1)C1=CC=C(C=C1)C=O)C(F)(F)F)=O Tert-butyl (cyclopropylmethyl)(4-(4-((1-(4-formylphenyl)-3-(trifluoromethyl)-1H-pyrazol-4-yl)carbamoyl)oxazol-2-yl)pyridin-2-yl)carbamate